ClC1=CC=C(C=C1)C1=C(N=C(N1)C1N(CCC1)C(=O)OC(C)(C)C)C tert-butyl 2-(5-(4-chlorophenyl)-4-methyl-1H-imidazol-2-yl)pyrrolidine-1-carboxylate